NC1=C2C(=C(N(C2=CC(=C1)F)C1=CC(=C(C=C1)F)F)C(COC)(C)C)C1=CC=C(C(=O)O)C=C1 4-(4-amino-1-(3,4-difluorophenyl)-6-fluoro-2-(1-methoxy-2-methylpropan-2-yl)-1H-indol-3-yl)benzoic acid